[7-[[6-(difluoromethoxy)-3-pyridyl]methyl]-2-azaspiro[3.5]nonan-2-yl]-(6,6-dioxo-6lambda6-thia-2,5-diazaspiro[3.4]octan-2-yl)methanone FC(OC1=CC=C(C=N1)CC1CCC2(CN(C2)C(=O)N2CC3(C2)NS(CC3)(=O)=O)CC1)F